diacetic acid borate B(O)(O)O.C(C)(=O)O.C(C)(=O)O